4-(4-carboxylphenyl)-2,6-bis(trichloromethyl)-1,3,5-triazine C(=O)(O)C1=CC=C(C=C1)C1=NC(=NC(=N1)C(Cl)(Cl)Cl)C(Cl)(Cl)Cl